N-(2-amino-2-methylpropyl)-6-(5-(difluoromethoxy)-3-methyl-1H-indol-2-yl)pyrazine-2-carboxamide NC(CNC(=O)C1=NC(=CN=C1)C=1NC2=CC=C(C=C2C1C)OC(F)F)(C)C